N-(2-aminobenzyl)-3-(4-(N-phenylsulfamoyl)benzamido)benzamide tert-butyl-(E)-(4-((4-carbamoyl-2-nitrophenyl)amino)but-2-en-1-yl)carbamate C(C)(C)(C)N(C(O)=O)C\C=C\CNC1=C(C=C(C=C1)C(N)=O)[N+](=O)[O-].NC1=C(CNC(C2=CC(=CC=C2)NC(C2=CC=C(C=C2)S(NC2=CC=CC=C2)(=O)=O)=O)=O)C=CC=C1